N1(N=CC=C1)CC=1C=C(C#N)C=CC1 3-(1H-pyrazol-1-ylmethyl)benzonitrile